OCCN1N=NN=C1 1-(2-hydroxyethyl)-1H-tetrazole